CO[Si](CCC1CC2OC2CC1)(OC)OC trimethoxy[2-(7-oxabicyclo[4.1.0]-hept-3-yl)ethyl]silane